[N+](=O)([O-])C1=CC2=C(N=CN2)C=C1C 5-nitro-6-methylbenzimidazole